1H-pyrazolecarboxamide N1N=C(C=C1)C(=O)N